BrC1=CC(=C(C=C1OC)C(C)=O)OC 1-(4-bromo-2,5-dimethoxy-phenyl)ethanone